ClC1=C2CCN(C2=CC=C1NC(CC(C)(C)C)=O)CC1=CC=C(C=C1)C(F)(F)F N-[4-Chloro-1-(4-trifluoromethylbenzyl)-2,3-dihydro-1H-indol-5-yl]-3,3-dimethylbutyramide